5,5'-thio-bis(1,3,4-thiadiazole-2(3H)-thione) S(C1=NNC(S1)=S)C1=NNC(S1)=S